3-(hexahydropyrrolo[1,2-a]pyrazin-2(1H)-yl)benzene-1,2-diamine C1C2N(CCN1C1=C(C(=CC=C1)N)N)CCC2